N1=CC=C(C=C1)C=1C(=NC=CC1)C(=O)N (pyridin-4-yl)pyridine-2-carboxamide